Cl.S1N=CC2=C1C=CC=C2 benzisothiazole hydrochloride